8-oxa-2-azaspiro[4.5]decane oxalate C(C(=O)O)(=O)O.C1NCCC12CCOCC2